(3-(5-(4,4-difluorocyclohexyl)-1,3,4-oxadiazol-2-yl)-3-isopropylazetidin-1-yl)((7s,9r)-9-hydroxy-6-azaspiro[3.5]nonan-7-yl)methanone trifluoroacetate FC(C(=O)O)(F)F.FC1(CCC(CC1)C1=NN=C(O1)C1(CN(C1)C(=O)[C@H]1NCC2(CCC2)[C@@H](C1)O)C(C)C)F